carbonochloridic acid, propyl ester C(OCCC)(=O)Cl